(2S)-3-(4-cyanophenyl)-2-(9H-fluoren-9-ylmethoxycarbonylamino)propionic acid C(#N)C1=CC=C(C=C1)C[C@@H](C(=O)O)NC(=O)OCC1C2=CC=CC=C2C=2C=CC=CC12